(1R,4R)-N4-[2-(3-{[4-methanesulfonyl-2-(trifluoromethoxy)phenyl]amino}prop-1-yn-1-yl)-1-(2,2,2-trifluoroethyl)-1H-indol-4-yl]-N1,N1-dimethyl-cyclohexane-1,4-diamine CS(=O)(=O)C1=CC(=C(C=C1)NCC#CC=1N(C2=CC=CC(=C2C1)NC1CCC(CC1)N(C)C)CC(F)(F)F)OC(F)(F)F